BrC1=CC(=C2C(=NC=NC2=C1F)NC1CN(C1)C(=O)OC(C)(C)C)OC tert-butyl 3-((7-bromo-8-fluoro-5-methoxyquinazolin-4-yl)amino)azetidine-1-carboxylate